2-[2-Hydroxy-4-(2-hydroxy-3-dodecyloxypropoxy)phenyl]-4,6-bis-(2,4-dimethylphenyl)-1,3,5-triazine OC1=C(C=CC(=C1)OCC(COCCCCCCCCCCCC)O)C1=NC(=NC(=N1)C1=C(C=C(C=C1)C)C)C1=C(C=C(C=C1)C)C